(E)-3-(3-Methoxy-4-phenylmethoxyphenyl)-1-(2,4,6-trihydroxyphenyl)prop-2-en-1-one COC=1C=C(C=CC1OCC1=CC=CC=C1)/C=C/C(=O)C1=C(C=C(C=C1O)O)O